4-(3-(4-((5-((R)-2-(3-Chloro-4-cyanophenyl)-3-methyl-2,8-diazaspiro[4.5]decane-8-carbonyl)-pyridin-2-yl)thio)piperidin-1-yl)azetidin-1-yl)-N-(2,6-dioxopiperidin-3-yl)-2-fluorobenzamide ClC=1C=C(C=CC1C#N)N1CC2(C[C@H]1C)CCN(CC2)C(=O)C=2C=CC(=NC2)SC2CCN(CC2)C2CN(C2)C2=CC(=C(C(=O)NC1C(NC(CC1)=O)=O)C=C2)F